FO trans-fluoroalcohol